6-chloro-3H-spiro[furo[3,2-C]pyridine-2,3'-pyrrolidine]-1'-carboxylic acid tert-butyl ester C(C)(C)(C)OC(=O)N1CC2(CC1)CC=1C=NC(=CC1O2)Cl